O1C2=C(NC(C1)=O)C=CC=C2 2H-benzo[b][1,4]oxazine-3(4H)-one